C[Si](N([Si](C)(C)C)[SiH](CC)CC)(C)C N,N-bis(trimethylsilyl)aminodiethylsilane